(3S)-4-[(3S)-1-acetyl-2-oxopyrrolidin-3-yl]-3-({N-[(4-methoxy-1H-indol-2-yl)carbonyl]-L-leucyl}amino)-2-oxobutyl methyl carbonate C(OCC([C@H](C[C@H]1C(N(CC1)C(C)=O)=O)NC([C@@H](NC(=O)C=1NC2=CC=CC(=C2C1)OC)CC(C)C)=O)=O)(OC)=O